C(C)(C)(C)C=1C=C(CP([O-])([O-])=O)C=C(C1O)C(C)(C)C 3,5-di-tertiary butyl-4-hydroxybenzylphosphonate